NCC1=CC=C(C=C1)CSC1=C(C(=NN1C(C(COC)(C)C)=O)C1C(N(CC1C)C(=O)N1CC(CC1)O)C(=O)O)F 3-[5-({[4-(aminomethyl)phenyl]methyl}sulfanyl)-4-fluoro-1-(3-methoxy-2,2-dimethylpropanoyl)-1H-pyrazol-3-yl]-1-(3-hydroxypyrrolidine-1-carbonyl)-4-methylpyrrolidine-2-carboxylic acid